N[C@@H](CCCCN)C(=O)[O-].OCCCCCC[P+](C)(C)C hydroxyhexyltrimethylphosphonium lysine salt